FC1=C(C(=O)OC)C=CC(=N1)N1C(N(C2=NC=NC(=C12)OCC(=C)C)COCC[Si](C)(C)C)=O methyl 2-fluoro-6-(6-((2-methylallyl)oxy)-8-oxo-9-((2-(trimethylsilyl)ethoxy)methyl)-8,9-dihydro-7H-purin-7-yl)nicotinate